CC1=C(C=C(C=C1)NC(C1=CN=CC(=C1)C(F)(F)F)=O)B(O)O (2-methyl-5-(5-(trifluoromethyl)nicotinamido)phenyl)boronic acid